ClC1=C(C(=C2C3=C(N=CN=C13)N1[C@H](CO2)CNCC1)F)C1=C(C=CC=C1F)O 2-[(8aS)-4-chloro-6-fluoro-8,8a,9,10,11,12-hexahydropyrazino[2',1':3,4][1,4]oxazepino[5,6,7-de]quinazolin-5-yl]-3-fluorophenol